C(C1=CC=CC=C1)OC1=C2C=C(NC2=CC(=C1)OCC1=CC=CC=C1)C(=O)O 4,6-bis-benzyloxyindole-2-carboxylic acid